C(C)OC(CC1=C(C=CC=C1)OCC1=NN(C2=CC=C(C=C12)Br)C)=O.C(C)(C)(C)C1=CC=C(C=C1)C(CNC(C1(CC=CC=C1)[2H])=O)=C N-(2-(4-(tert-butyl)phenyl)allyl)benzamide-1-d ethyl-2-(2-((5-bromo-1-methyl-1H-indazol-3-yl)methoxy)phenyl)acetate